C(C1=CC=CC=C1)N1CC(C2(CC1)NC(C1=CC=CC=C1C2)=O)OCC2=CC=CC=C2 1'-benzyl-3'-(benzyloxy)-2H-spiro[isoquinoline-3,4'-piperidine]-1(4H)-one